tert-butyl (R)-(1-(3-amino-2-methylimidazo[1,2-a]pyrazin-8-yl)piperidin-3-yl)carbamate NC1=C(N=C2N1C=CN=C2N2C[C@@H](CCC2)NC(OC(C)(C)C)=O)C